N-[5-[4-chloro-3-[(3-hydroxycyclohexyl)sulfamoyl]phenyl]-4-methyl-thiazol-2-yl]-2-cyclopentyl-acetamide ClC1=C(C=C(C=C1)C1=C(N=C(S1)NC(CC1CCCC1)=O)C)S(NC1CC(CCC1)O)(=O)=O